5-[(6-bromo-2-pyridyl)oxymethyl]-4-[(E)-2-ethoxyvinyl]-2-(trifluoromethyl)pyridine BrC1=CC=CC(=N1)OCC=1C(=CC(=NC1)C(F)(F)F)\C=C\OCC